N-[(2-amino-3-bromoquinolin-7-yl)methyl]-N-(4,4-difluoro-1,1-dioxo-3,4-dihydro-2H-1λ6-benzothiopyran-8-yl)pyridine-3-carboxamide NC1=NC2=CC(=CC=C2C=C1Br)CN(C(=O)C=1C=NC=CC1)C1=CC=CC=2C(CCS(C21)(=O)=O)(F)F